(2R,3R,4R,5R)-5-(6-benzamido-9H-purin-9-yl)-4-((tert-butyldimethylsilyl)oxy)-2-(((tert-butyldimethylsilyl)oxy)methyl)tetrahydrofuran-3-yl methyl carbonate C(O[C@@H]1[C@H](O[C@H]([C@@H]1O[Si](C)(C)C(C)(C)C)N1C2=NC=NC(=C2N=C1)NC(C1=CC=CC=C1)=O)CO[Si](C)(C)C(C)(C)C)(OC)=O